N[C@@H]([C@@H]1C(NC2=C(O1)N=CC(=C2)C=2C=NN(C2)C)=O)C2=CC=CC=C2 (3R)-3-[(R)-amino(phenyl)methyl]-7-(1-methylpyrazol-4-yl)-1H-pyrido[2,3-b][1,4]oxazin-2-one